C(C)OCC1CCN(CC1)C1=CC=C(C(=N1)C)N 6-(4-(ethoxymethyl)piperidin-1-yl)-2-methylpyridin-3-amine